C(C)(C)(C)OC(=O)N1[C@H](CCC1)C#C (2R)-2-ethynyl-pyrrolidine-1-carboxylic acid tert-butyl ester